3-((hydroxyimino)methyl)-2-methyl-4-(methylsulfonyl)benzoic acid ethyl ester C(C)OC(C1=C(C(=C(C=C1)S(=O)(=O)C)C=NO)C)=O